FC=1C=C(C=CC1)NC(=O)NC1=CC2=C(NC(N2)=O)C=C1 (3-fluorophenyl)-3-(2-oxo-2,3-dihydro-1H-benzo[d]imidazol-5-yl)urea